benzyl (S)-((4,4-difluorocyclohexyl)(7-(hydroxymethyl)imidazo[1,2-b]pyridazin-2-yl)methyl)carbamate FC1(CCC(CC1)[C@@H](C=1N=C2N(N=CC(=C2)CO)C1)NC(OCC1=CC=CC=C1)=O)F